2,4-bis(1,1-dimethyl propyl)phenoxyacetate CC(CC)(C)C1=C(OCC(=O)[O-])C=CC(=C1)C(CC)(C)C